4-(4-((5-cyano-4-(4-fluorophenyl)thiazol-2-yl)(methyl)amino)-3-methylquinolin-6-yl)piperazine-1-carboxylic acid tert-butyl ester C(C)(C)(C)OC(=O)N1CCN(CC1)C=1C=C2C(=C(C=NC2=CC1)C)N(C)C=1SC(=C(N1)C1=CC=C(C=C1)F)C#N